C(C)(C)(C)OC(=O)N[C@H]1CN(CCC1)C=1SC=C(N1)C(=O)NC(C(=O)NC(C(=O)OC)=C)=C methyl (R)-2-(2-(2-(3-((tertbutoxy carbonyl)amino)piperidin-1-yl)thiazole-4-carboxamido)acrylamido)acrylate